FC=1C=C(C=CC1)C(CCC[C@@H](C)[C@H]1CC[C@H]2[C@@H]3CC[C@H]4[C@H]([C@H](CC[C@]4(C)[C@H]3CC[C@]12C)O)O)O 24-[(3-fluorophenyl)(hydroxy)methyl]-5α-cholan-3β,4β-diol